O1[C@@H](COCC1)C1=NC=C(C(=C1)N1N=CC(=C1C(F)(F)F)C(=O)NC=1C=NC(=C(C1)Cl)N1N=CC=N1)C (R)-1-(2-(1,4-dioxan-2-yl)-5-methylpyridin-4-yl)-N-(5-chloro-6-(2H-1,2,3-triazol-2-yl)pyridin-3-yl)-5-(trifluoromethyl)-1H-pyrazole-4-carboxamide